CN1C=NC2=C1C=C(C=C2)C2=CC1=C(N=C(N=C1)SC)N(C2=O)C=2C=NC(=CC2)OC(F)(F)F 6-(1-methyl-1H-benzo[d]imidazol-6-yl)-2-(methylsulfanyl)-8-(6-(trifluoromethoxy)pyridin-3-yl)pyrido[2,3-d]pyrimidin-7(8H)-one